1,2,4-oxathiazinan-2,2-dioxide O1S(CNCC1)(=O)=O